N-(4-((5-chloro-2-(2-hydroxypropan-2-yl)-4-(pyridin-2-ylmethoxy)phenyl)amino)-7-methoxyquinazolin-6-yl)-4-(dimethylamino)but-2-enamide ClC=1C(=CC(=C(C1)NC1=NC=NC2=CC(=C(C=C12)NC(C=CCN(C)C)=O)OC)C(C)(C)O)OCC1=NC=CC=C1